TRIMETHYL-(PHENYLETHYNYL)silane C[Si](C#CC1=CC=CC=C1)(C)C